C(CCCCCCC\C=C/CCCCCCCC)C(C(CN(C)C)CCCCCCCC\C=C/CCCCCCCC)OC(N)=O 1,2-dioleyl-carbamoyloxy-3-dimethylaminopropane